C(C)(C)(C)OC(=O)N1N=C(C2=CC=C(C=C12)[C@@H]1C[C@@]12C(N(C1=CC=C(C=C21)OC)C(=O)OC(C)(C)C)=C)NC2=NC(=NC=C2OC)N2CCOCC2 tert-butyl (1R,2S)-2-[1-(tert-butoxycarbonyl)-3-{[5-methoxy-2-(morpholin-4-yl)pyrimidin-4-yl]amino}indazol-6-yl]-5'-methoxy-2'-methylidenespiro[cyclopropane-1,3'-indole]-1'-carboxylate